1-ethyl-2,3-dimethylimidazole chloride [Cl-].C(C)N1C(N(C=C1)C)C